N-{(1R)-1-[3-(1H-imidazol-4-yl)phenyl]ethyl}-6,7-dimethoxy-2-methylquinazolin-4-amine N1C=NC(=C1)C=1C=C(C=CC1)[C@@H](C)NC1=NC(=NC2=CC(=C(C=C12)OC)OC)C